BrC1=C(C=NN1C(F)F)NS(=O)(=O)C1=CNC2=CC(=CC=C12)Cl N-(5-bromo-1-(difluoromethyl)-1H-pyrazol-4-yl)-6-chloro-1H-indole-3-sulfonamide